BrC(CO[Si](C)(C)C(C)(C)C)=C ((2-Bromoallyl)oxy)(tert-butyl)dimethylsilane